N1C=CC2=CC(=CC=C12)S(=O)(=O)N1C=C(C=C1)C(=O)NC1=CC=C(C=C1)C(C)(C)C 1-((1H-indol-5-yl)sulfonyl)-N-(4-(tert-butyl)phenyl)-1H-pyrrole-3-carboxamide